O1[C@@H](COCC12COCCOC2)COC2=CC=C(C=C2)C=2C=C(C(NC2C(F)(F)F)=O)C(=O)N (S)-5-(4-((1,4,8,11-tetraoxaspiro[5.6]dodecan-2-yl)methoxy)phenyl)-2-oxo-6-(trifluoromethyl)-1,2-dihydropyridine-3-carboxamide